3-[(3R)-3-amino-8-fluoro-1,1,4-trioxo-5-[[4-(trifluoromethoxy)phenyl]methyl]-2,3-dihydro-1lambda6,5-benzothiazepin-7-yl]-N-tert-butyl-1,2,4-oxadiazole-5-carboxamide N[C@H]1CS(C2=C(N(C1=O)CC1=CC=C(C=C1)OC(F)(F)F)C=C(C(=C2)F)C2=NOC(=N2)C(=O)NC(C)(C)C)(=O)=O